ClC=1C(=C(C(=CC1N1CC(CC1)(N1CCCCC1)C)F)S(=O)(=O)N(C1=NC(=CC=C1)F)CC1=C(C=C(C=C1)OC)OC)F 3-chloro-N-(2,4-dimethoxybenzyl)-2,6-difluoro-N-(6-fluoropyridin-2-yl)-4-(3-methyl-3-(piperidin-1-yl)pyrrolidin-1-yl)benzenesulfonamide